C1(=CC=CC=C1)CC(C)NP(OC)(OC)=O Dimethyl (1-Phenylpropan-2-yl)Phosphoramidate